3-(4-hydroxyphenyl)-2-[[(E)-3-(4-hydroxyphenyl)prop-2-enoyl]amino]propanoic acid OC1=CC=C(C=C1)CC(C(=O)O)NC(\C=C\C1=CC=C(C=C1)O)=O